Tert-butyl (7-((2,6-dioxopiperidin-3-yl)carbamoyl)-2-(trifluoromethyl)-1H-benzo[d]imidazol-5-yl)carbamate O=C1NC(CCC1NC(=O)C1=CC(=CC2=C1NC(=N2)C(F)(F)F)NC(OC(C)(C)C)=O)=O